C(#N)CN(CCN1C(N(CC1)CCN(CCN(CC#N)CC#N)CCNCC#N)=O)CCNCC#N 2,2'-((2-((2-(3-(2-((cyanomethyl)(2-((cyanomethyl)amino)eth-yl)amino)ethyl)-2-oxoimidazolidin-1-yl)ethyl)(2-((cyanomethyl)amino)eth-yl)amino)ethyl)azanediyl)diacetonitrile